5-methyl-2-(4,4,4-trifluorobutoxy)aniline CC=1C=CC(=C(N)C1)OCCCC(F)(F)F